4,4'-Diisocyanato-2,2',5,5'-tetramethyl-1,1'-bi(cyclohexyl) N(=C=O)C1CC(C(CC1C)C1C(CC(C(C1)C)N=C=O)C)C